FC(C(CC)F)(F)F 1,1,1,2-tetrafluorobutane